5-(Morpholin-4-yl)-N-[2-(pyridin-2-yl)-[1,3]thiazolo[5,4-c]pyridin-6-yl]-6-[(pyrrolidin-1-yl)methyl]pyridin-2-amine N1(CCOCC1)C=1C=CC(=NC1CN1CCCC1)NC1=CC2=C(C=N1)SC(=N2)C2=NC=CC=C2